SCSCSCS bis(mercaptomethylthio)methane